C1(CCCCC1)C1=CN=C(S1)N1CC2CN(CCC2C1)C#N 2-(5-cyclohexylthiazol-2-yl)octahydro-5H-pyrrolo[3,4-c]pyridine-5-carbonitrile